2-hydrazino-N-(2-hydrazino-2-oxoethyl)-2-oxoacetamide N(N)C(C(=O)NCC(=O)NN)=O